(1R)-4'-chloro-3'-hydroxy-3'-(trifluoromethyl)-2',3'-dihydrospiro[cyclohexane-1,1'-inden]-3-one ClC1=C2C(C[C@@]3(C2=CC=C1)CC(CCC3)=O)(C(F)(F)F)O